Br.O1CCN(CC1)CC(=O)C1N(C[C@H](C1)C1=C(C(=CC(=C1F)F)F)F)C(=O)OC(C)(C)C tert-butyl (4R)-2-(2-morpholinoacetyl)-4-(2,3,5,6-tetrafluorophenyl)pyrrolidine-1-carboxylate hydrobromide